C[C@H]1N(CCNC1)C(=O)OC1=CC=C2C(=NC(=NC2=C1)OC)N1CCN(CC1)C1=CC=C(C=C1)Cl 4-(4-(4-chlorophenyl) piperazin-1-yl)-2-methoxyquinazolin-7-yl (R)-2-methylpiperazine-1-carboxylate